TRIBUTYLTIN BENZOATE C(C1=CC=CC=C1)(=O)[O-].C(CCC)[Sn+](CCCC)CCCC